BrC1=C(C=C(C=C1)Cl)C1(CCN(CC1)C(=O)OC(C)(C)C)C(N)=O tert-butyl 4-(2-bromo-5-chlorophenyl)-4-carbamoylpiperidine-1-carboxylate